C1(CCC1)C=1C(=NN(C1NC(=O)NCC(F)(F)F)CCN(C)C)C1CC(C1)(F)F 1-(4-cyclobutyl-3-(3,3-difluorocyclobutyl)-1-(2-(dimethylamino)ethyl)-1H-pyrazol-5-yl)-3-(2,2,2-trifluoroethyl)urea